C(C1=CC=CC=C1)OC1=C2C3=C(N(C2=CC=C1)C(=O)OC(C)(C)C)C=NC(=C3COC)C(=O)OCC 9-(tert-butyl) 3-ethyl 5-(benzyloxy)-4-(methoxymethyl)-9H-pyrido[3,4-b]indole-3,9-dicarboxylate